6-{[3-methyl-5-(trifluoromethyl)phenyl](propan-2-yl)amino}pyridine-3-carboxylic Acid CC=1C=C(C=C(C1)C(F)(F)F)N(C1=CC=C(C=N1)C(=O)O)C(C)C